acrylic acid, 3,4-epoxytricyclo[5.2.1.02,6]Decyl ester C(C=C)(=O)OC12C3C4C(CC3C(CC1)C2)O4